C(=O)(O)C1(C(C(C(C1)C(=O)O)C)C(=O)O)C(=O)O 1,2,4-tricarboxyl-3-methylcarboxycyclopentane